2-((S)-1-(4-((S)-2-(5-chloropyridin-2-yl)-2-methylbenzo[d][1,3]dioxolan-4-yl)-piperidin-1-yl)ethyl)-3-(((S)-oxetan-2-yl)methyl)-3H-imidazo[4,5-B]pyridine-5-carboxylic acid ClC=1C=CC(=NC1)[C@@]1(OC2=C(O1)C=CC=C2C2CCN(CC2)[C@@H](C)C2=NC=1C(=NC(=CC1)C(=O)O)N2C[C@H]2OCC2)C